C(OC=1C(=NC=CC1OC)C(N[C@H](C(=O)NN(C)C(C1=CC=C(C=C1)OC)C1=CC=C(C=C1)OC)C)=O)(OCC(C)C)=O (S)-2-((1-(2-(bis(4-methoxyphenyl)methyl)-2-methylhydrazineyl)-1-oxopropan-2-yl)carbamoyl)-4-methoxypyridin-3-yl isobutyl carbonate